4-(cyclohexylamino)-3-(2-isobutyl-2H-tetrazol-5-yl)-N-methylbenzenesulfonamide C1(CCCCC1)NC1=C(C=C(C=C1)S(=O)(=O)NC)C=1N=NN(N1)CC(C)C